CC(CCCCCCCOC(C(=C)C)=O)C 8-Methylnonylmethacrylate